quinuclidin-3-yl 2-(2-(4-fluorophenyl)thiazol-4-yl)propan-2-ylcarbamate FC1=CC=C(C=C1)C=1SC=C(N1)C(C)(C)NC(OC1CN2CCC1CC2)=O